4-(2-((4-(4-(3-(5-(((1-acetylpiperidin-4-yl)amino)methyl)-6-methoxypyridin-2-yl)-2-chlorophenyl)-3-chloropyridin-2-yl)-2-methoxybenzyl)amino)ethyl)piperazin-2-one C(C)(=O)N1CCC(CC1)NCC=1C=CC(=NC1OC)C=1C(=C(C=CC1)C1=C(C(=NC=C1)C1=CC(=C(CNCCN2CC(NCC2)=O)C=C1)OC)Cl)Cl